C(C1=CC=CC=C1)O[C@@H]1[C@H](C(O[C@@H]([C@H]1OCC1=CC=CC=C1)COCC1=CC=CC=C1)OC(C)=O)F (3R,4S,5R,6R)-acetic acid 4,5-bis(benzyloxy)-6-((benzyloxy) methyl)-3-fluorotetrahydro-2H-pyran-2-yl ester